OC1(CC(C1)C(=O)N1CC2(C1)C[C@@H](CC2)C2=CC=1N(C=C2)C=CN1)C |r| (rac)-((1s,3s)-3-Hydroxy-3-methylcyclobutyl)(6-(imidazo[1,2-a]pyridin-7-yl)-2-azaspiro[3.4]octan-2-yl)methanon